2-phenyl-1-(2-(6-(2-(trifluoromethyl)benzyl)pyridin-2-yl)morpholino)ethan-1-one C1(=CC=CC=C1)CC(=O)N1CC(OCC1)C1=NC(=CC=C1)CC1=C(C=CC=C1)C(F)(F)F